COC1=C(C=C(N)C=C1)OCCCCC 4-methoxy-3-(pentyloxy)aniline